rac-(2S,3S,4S,5R)-3-(2-ethoxy-4-fluoro-3-methylphenyl)-4,5-dimethyl-5-(trifluoromethyl)tetrahydrofuran-2-carboxylate C(C)OC1=C(C=CC(=C1C)F)[C@H]1[C@H](O[C@]([C@H]1C)(C(F)(F)F)C)C(=O)[O-] |r|